2-Chloro-3,5-difluoro-4-hydroxyphenyl carbamate C(N)(OC1=C(C(=C(C(=C1)F)O)F)Cl)=O